O=C1NC(CCC1N1C(C2=CC=C(C=C2C1=O)NCCCC(C(N1CCC(CC1)N1N=CC(=C1)C1=NC2=CC=CC=C2N=C1)=O)C)=O)=O 2-(2,6-dioxopiperidin-3-yl)-5-((4-methyl-5-oxo-5-(4-(4-(quinoxalin-2-yl)-1H-pyrazol-1-yl)piperidin-1-yl)pentyl)amino)isoindoline-1,3-dione